2-oxoprop-1-yl (5-chloro-8-quinolineoxy)acetate ClC1=C2C=CC=NC2=C(C=C1)OCC(=O)OCC(C)=O